1-(trans-5-((3-chloro-5-fluorobenzyl)oxy)octahydrocyclopenta[c]pyrrole-2-carbonyl)-1H-pyrazole-3-carboxylic acid ClC=1C=C(COC2CC3C(CN(C3)C(=O)N3N=C(C=C3)C(=O)O)C2)C=C(C1)F